BrC=1C(=CC2=C(CNS2(=O)=O)C1)F 5-bromo-6-fluoro-2,3-dihydrobenzo[d]isothiazole 1,1-dioxide